1-(benzo[d][1,3]dioxin-5-yl)-2-(3,4,5-trimethoxyphenyl)ethane O1COCC2=C1C=CC=C2CCC2=CC(=C(C(=C2)OC)OC)OC